N-((3S,4S)-3-((6-(2,6-dichloro-3,5-dimethoxyphenyl)-8-((2-(2-(dimethyl-amino)ethoxy)ethyl)amino)pyrido[3,4-d]pyrimidin-2-yl)amino)tetrahydro-2H-pyran-4-yl)acrylamide ClC1=C(C(=C(C=C1OC)OC)Cl)C1=CC2=C(N=C(N=C2)N[C@@H]2COCC[C@@H]2NC(C=C)=O)C(=N1)NCCOCCN(C)C